N1-(tert-butyl)-N2-((S)-4-methyl-1-oxo-1-(((S)-3-oxo-1-((S)-2-oxopyrrolidin-3-yl)-4-(2,3,5,6-tetrafluorophenoxy)butan-2-yl)amino)pentan-2-yl)oxalamide C(C)(C)(C)NC(C(=O)N[C@H](C(N[C@@H](C[C@H]1C(NCC1)=O)C(COC1=C(C(=CC(=C1F)F)F)F)=O)=O)CC(C)C)=O